C(OC1=C(C=CC=C1)C1=CC=CC=C1)([O-])=O phenyl-phenyl carbonate